FC1(C(N(C2=CC=CC=C2C1)OCC)=O)N1C(CCC1)C1=CC(=CC=C1)F fluoro-2-(3-fluorophenyl)pyrrolidin-1-yl-1-ethoxyl-3,4-dihydro-1H-quinolin-2-one